octyl-4-methylbenzene-1-sulfonic acid C(CCCCCCC)C1=C(C=CC(=C1)C)S(=O)(=O)O